C1(CC1)C1=C2CCN(CC2=CC=C1)C(=O)OC(C)(C)C tert-butyl 5-cyclopropyl-3,4-dihydro-1H-isoquinoline-2-carboxylate